C(C1=CC=CC=C1)OC(CCC(=O)N1CC2N(C(C1)C2)C(=O)OC(C)(C)C)=O tert-butyl 3-(4-(benzyloxy)-4-oxobutanoyl)-3,6-diazabicyclo[3.1.1]heptane-6-carboxylate